2-(4-cyclopropylpiperazin-1-yl)-N-(2-(4,4-difluoropiperidin-1-yl)-6-methylpyrimidin-4-yl)-4-((2-hydroxyethyl)sulphonamido)benzamide C1(CC1)N1CCN(CC1)C1=C(C(=O)NC2=NC(=NC(=C2)C)N2CCC(CC2)(F)F)C=CC(=C1)NS(=O)(=O)CCO